FC1=C(C=CC(=C1C(=O)C1=NNC2=NC=C(C=C21)C2=CC=C(C=C2)C)F)NS(=O)(=O)CCC N-(2,4-Difluoro-3-(5-p-tolyl-1H-pyrazolo[3,4-b]pyridin-3-carbonyl)phenyl)propan-1-sulfonamid